4-beta-hydroxycholesterol C[C@H](CCCC(C)C)[C@H]1CC[C@@H]2[C@@]1(CC[C@H]3[C@H]2CC=C4[C@@]3(CC[C@@H]([C@@H]4O)O)C)C